OC1(C(C(=O)C2=CC=CC=C2)C=CC=C1)O 2,2-dihydroxybenzophenone